tert-butyl 2-[1-(2-chloro-4-cyano-5-fluoro-phenyl)-4-hydroxy-4-piperidyl]acetate ClC1=C(C=C(C(=C1)C#N)F)N1CCC(CC1)(O)CC(=O)OC(C)(C)C